OC(CNC1=NC(=NC(=N1)C1=NC(=CC=C1)C(F)(F)F)O)(C)C 4-[(2-hydroxy-2-methylpropyl)amino]-6-[6-(trifluoromethyl)pyridin-2-yl]-1,3,5-triazin-2-ol